N-[6-(4,4-difluoropiperidin-1-yl)-5-fluoropyridin-2-yl]-4-((2-hydroxyethyl)sulfonylamino)-2-{spiro[2.5]oct-5-en-6-yl}benzamide FC1(CCN(CC1)C1=C(C=CC(=N1)NC(C1=C(C=C(C=C1)NS(=O)(=O)CCO)C1=CCC2(CC2)CC1)=O)F)F